2-hydroxymethylphenyl β-D-glucopyranoside O([C@H]1[C@H](O)[C@@H](O)[C@H](O)[C@H](O1)CO)C1=C(C=CC=C1)CO